N=1NN=NC1C1=CC=C(C=C1)[C@]12[C@](C=3C(=NC(=CC3O1)OC)OC)([C@@H]([C@@H]([C@H]2C2=CC=CC=C2)CN(C)C)O)O (5ar,6s,7s,8r,8as)-5a-(4-(2H-tetrazol-5-yl)phenyl)-7-((dimethylamino)methyl)-1,3-dimethoxy-6-phenyl-5a,6,7,8-tetrahydro-8aH-cyclopenta[4,5]furo[3,2-c]pyridine-8,8a-diol